C(CCC)OC1=CC=C(C=C1)C[C@@H](CCCC)N1C=NC=2C(=NC=3C=CC=CC3C21)N 1-[(1R)-1-[(4-butoxyphenyl)methyl]pentyl]imidazo[4,5-c]quinolin-4-amine